3-iodobenzenethioamide IC=1C=C(C=CC1)C(N)=S